OC1=C(N=C(N(C1=O)C)N1[C@@H](C2=CC(=CC=C2CC1)C(=O)N(C)C)C1=CC=CC=C1)C(NC=1C=NOC1)=O (1R)-2-{5-hydroxy-1-methyl-4-[(1,2-oxazol-4-yl)carbamoyl]-6-oxopyrimidin-2-yl}-N,N-dimethyl-1-phenyl-3,4-dihydro-1H-isoquinoline-7-carboxamide